C(C)C1C(=CC2=CC=CC=C12)[Li] 1-Ethyl-Indenyllithium